N-[(4-Chlorophenyl)-methyl]-4-dimethylamino-2-methyl-6-morpholin-4-yl-pyridine-3-carboxylic acid amide ClC1=CC=C(C=C1)CNC(=O)C=1C(=NC(=CC1N(C)C)N1CCOCC1)C